S(=O)(=O)([O-])C1=C(C=O)C=CC=C1 2-Sulfonatobenzaldehyde